OC1(CC(C1)N1N=C(C(=C1)NC(=O)C=1N=C(SC1)C=1C=NNC1)C1=NC=CC=C1)C N-(1-((1r,2r)-3-hydroxy-3-methylcyclobutyl)-3-(pyridin-2-yl)-1H-pyrazol-4-yl)-2-(1H-pyrazol-4-yl)thiazole-4-carboxamide